Methyl-malonyl-coenzyme A CC(C(=O)SCCNC(CCNC([C@@H](C(COP(OP(OC[C@@H]1[C@H]([C@H]([C@@H](O1)N1C=NC=2C(N)=NC=NC12)O)OP(=O)(O)O)(=O)O)(=O)O)(C)C)O)=O)=O)C(=O)O